FC1=C(C=CC=C1)C1=CNC=2N=CN=C(C21)N2C[C@@H](N(C[C@H]2C)C(C(C)C)=O)C 1-((2S,5R)-4-(5-(2-Fluorophenyl)-7H-pyrrolo[2,3-d]pyrimidin-4-yl)-2,5-dimethylpiperazin-1-yl)-2-methylpropan-1-one